C1C(CC2CCCCC12)CCC(=O)O 3-(octahydro-1H-inden-2-yl)propionic acid